C1(CCCCC1)C(=O)N1CCCCC12C(C2)CNC(=O)C2=CC=1C=NC=CC1N2 N-[[8-(cyclohexanecarbonyl)-8-azaspiro[2.5]octan-2-yl]methyl]-1H-pyrrolo[3,2-c]pyridine-2-carboxamide